BrC1=NC(=CC2=C1OCC(O2)CC)I 5-bromo-2-ethyl-7-iodo-2,3-dihydro-[1,4]dioxino[2,3-c]pyridine